(bromophenyl)diphenyl-sulfonium BrC1=C(C=CC=C1)[S+](C1=CC=CC=C1)C1=CC=CC=C1